4-(1H-benzo[d]imidazol-2-yl)benzonitrile N1C(=NC2=C1C=CC=C2)C2=CC=C(C#N)C=C2